C=C1C2CCCC(CCC1)C2 METHYLENE-BICYCLO[4.3.1]DECANE